FC=1C=CC2=C(C(=C(O2)[C@H](C(C)C)NC(N[C@H]2C[C@@H](CCC2)C(=O)N)=O)C)C1 (1r,3r)-3-(3-((S)-1-(5-fluoro-3-methylbenzofuran-2-yl)-2-methylpropyl)ureido)cyclohexane-1-carboxamide